ClC1=CC=C(C=N1)CNC1=C(C(=CC=C1)F)F N-((6-Chloropyridin-3-yl)methyl)-2,3-difluoroaniline